2-(Azetidin-1-yl)-4-(benzyloxy)-N-[3-(3-cyclohexylpropoxy)phenyl]aniline N1(CCC1)C1=C(NC2=CC(=CC=C2)OCCCC2CCCCC2)C=CC(=C1)OCC1=CC=CC=C1